4-{6-[2-fluoro-1-(fluoromethyl)ethoxy]-2,4-dioxo-3-[(6-phenylpyridin-3-yl)methyl]-3,4-dihydroquinazolin-1(2H)-yl}piperidine-1-carbaldehyde FCC(OC=1C=C2C(N(C(N(C2=CC1)C1CCN(CC1)C=O)=O)CC=1C=NC(=CC1)C1=CC=CC=C1)=O)CF